C(C1=CC=CC=C1)N1C(NSC1=O)=O 4-benzyl-1,2,4-thiadiazolidine-3,5-dione